3-(quinolin-5-yl)pyrazolo[1,5-a]pyrimidin N1=CC=CC2=C(C=CC=C12)C=1C=NN2C1N=CC=C2